methyl 3-acetamido-5-bromo-4-isopropyl-1,2,3,3a,4,8b-hexahydrocyclopenta[b]indole-7-carboxylate diethyl-(2S,3R)-piperazine-2,3-dicarboxylate C(C)OC(=O)[C@H]1NCCN[C@H]1C(=O)OCC.C(C)(=O)NC1CCC2C1N(C=1C(=CC(=CC21)C(=O)OC)Br)C(C)C